C1(=CC=CC=C1)CC(=O)NC=1SC=CN1 2-phenyl-N-(thiazol-2-yl)acetamide